(R)-3-(5-chloro-2-methylphenyl)-5-(3,3-dimethylpyrrolidin-1-yl)-N-methyl-5-oxopentanamide ClC=1C=CC(=C(C1)[C@H](CC(=O)NC)CC(=O)N1CC(CC1)(C)C)C